methyl-2,4,5,7-tetrahydro-pyrazolo[3,4-d]pyrimidin-6-one CN1N=C2NC(NCC2=C1)=O